methyl 2-bromo-5-methoxy-4-(morpholino methyl)benzoate BrC1=C(C(=O)OC)C=C(C(=C1)CN1CCOCC1)OC